6-[3-benzyloxy-2-[6-(2-butyloctanoyloxy)hexoxy]propoxy]hexyl 2-butyloctanoate C(CCC)C(C(=O)OCCCCCCOCC(COCC1=CC=CC=C1)OCCCCCCOC(C(CCCCCC)CCCC)=O)CCCCCC